NC1=C(C=CC=C1OC)C=1OC2=C(C(C1)=O)C=CC=C2 2-(2-amino-3-methoxyphenyl)-4H-benzopyran-4-one